hexamethyldinaphthylamine CC1=C(C(=C2C(=C(C(=C(C2=C1)NC1=CC=CC2=CC=CC=C12)C)C)C)C)C